FC(C(=O)O)(S(=O)(=O)C(C(F)(F)F)(F)F)C(C(C(C(C(C(F)(F)F)(F)F)(F)F)(F)F)(F)F)(F)F perfluorohexyl-ethylsulphonylacetic acid